(3R)-3-[2-(8-oxa-3-azabicyclo[3.2.1]octane-3-carbonyl)-6-chloro-1,2,3,4-tetrahydroisoquinolin-8-yl]morpholine-4-carboxylic acid tert-butyl ester C(C)(C)(C)OC(=O)N1[C@@H](COCC1)C=1C=C(C=C2CCN(CC12)C(=O)N1CC2CCC(C1)O2)Cl